ClC=1C(=C(C(=CC1)N1N=NN=C1)NC(C(=O)OC)=O)F Methyl 2-((3-chloro-2-fluoro-6-(1H-tetrazol-1-yl) phenyl) amino)-2-oxoacetate